5-(7-chloro-3,3-dimethyl-1-oxoisoindolin-5-yl)-6-methyl-3,6-dihydro-2H-1,3,4-thiadiazin-2-one ClC=1C=C(C=C2C(NC(C12)=O)(C)C)C1=NNC(SC1C)=O